COC(=O)C1=C(C(=NN1C)C1=CCC2(OCCO2)CC1)N 4-amino-1-methyl-3-(1,4-dioxaspiro[4.5]dec-7-en-8-yl)-1H-pyrazole-5-carboxylic acid methyl ester